(4-(3-(4-Fluorobenzyl)-4-oxo-3,4-dihydrophthalazin-1-yl)benzyl)carbamic acid tert-butyl ester C(C)(C)(C)OC(NCC1=CC=C(C=C1)C1=NN(C(C2=CC=CC=C12)=O)CC1=CC=C(C=C1)F)=O